C(C1=CC=CC=C1)OC1=NC(=CC=C1N1C(N(C2=C1C=CC=C2N2CC1(CN(C1)C(=O)OC(C)(C)C)C2)C)=O)OCC2=CC=CC=C2 tert-butyl 6-(1-(2,6-bis(benzyloxy) pyridin-3-yl)-3-methyl-2-oxo-2,3-dihydro-1H-benzo[d]imidazol-4-yl)-2,6-diazaspiro[3.3]heptane-2-carboxylate